OC1(CC(C1)C(=O)OC)C methyl (1s,3s)-3-hydroxy-3-methylcyclobutane-1-carboxylate